2-chlorobenzenedinitrile ClC1(C(C=CC=C1)C#N)C#N